C(#N)C=1C=C2C=CN=C(C2=CC1OC)OC[C@H]1N(C([C@H]([C@H]1CC)F)=O)CCOCCOCCOCCOCCNC(OC(C)(C)C)=O 1-Tert-Butyl (14-((2S,3S,4S)-2-(((6-cyano-7-methoxyisoquinolin-1-yl)oxy)methyl)-3-ethyl-4-fluoro-5-oxopyrrolidin-1-yl)-3,6,9,12-tetraoxatetradecyl)carbamate